quaternaphthalene C1(=CC=CC2=CC=CC=C12)C=1C(=CC=C2C=CC=CC12)C=1C(=CC=C2C=CC=CC12)C1=CC=CC2=CC=CC=C12